C1(C=CC(N1C=1C(=O)NC(C1)=O)=O)=O maleimidyl-(maleimide)